5,6,7,7a,8,8a,9,10,11,11a-decahydro-4H-cyclopenta[5,6]naphtho[1,8-cd]azepine C1=CC=C2CNCCC3C2=C1C1C(C3)CCC1